(6-Fluoro-4-(4-(methylsulfonyl)piperazin-1-yl)quinolin-3-yl)(4-(methylsulfonyl)piperazin-1-yl)methanone FC=1C=C2C(=C(C=NC2=CC1)C(=O)N1CCN(CC1)S(=O)(=O)C)N1CCN(CC1)S(=O)(=O)C